(4aR,6S,7S,7aS)-6-(4-aminopyrrolo[2,1-f][1,2,4]triazin-7-yl)-2-(cyclopentyloxy)-7-hydroxydihydro-4H-furo[3,2-d][1,3,2]dioxaphosphinine-4a(6H)-carbonitrile 2-oxide NC1=NC=NN2C1=CC=C2[C@H]2[C@@H]([C@@H]1OP(OC[C@]1(O2)C#N)(OC2CCCC2)=O)O